ClC=1C=CC(=C(C1)[C@]1(C(NC2=CC(=CC=C12)I)=O)O)O |r| (±)-3-(5-chloro-2-hydroxyphenyl)-1,3-dihydro-3-hydroxy-6-iodo-2H-indol-2-one